N[C@@H]1CN(CCC1)C1=C(C=NC(=C1)NC1=NC(=NC=C1)C1=C(C=CC=C1OC)F)C=1C=NC(=CC1)N1CCCC1 (S)-4-(3-aminopiperidin-1-yl)-N-(2-(2-fluoro-6-methoxyphenyl)pyrimidin-4-yl)-6'-(pyrrolidin-1-yl)-[3,3'-bipyridin]-6-amine